azetidin-1-yl-[(4S)-7-chloro-6-(3-fluoro-2-pyridyl)-4-methyl-8-(trifluoromethyl)-4H-[1,2,4]triazolo[1,5-a][1,4]benzodiazepin-2-yl]methanone N1(CCC1)C(=O)C1=NN2C([C@@H](N=C(C3=C2C=CC(=C3Cl)C(F)(F)F)C3=NC=CC=C3F)C)=N1